N1C(=NC2=C1C=CC=C2)C=2C(NC1=CC=C(C=C1C2N[C@@H]2CN1CCC2CC1)Cl)=O 3-(1H-benzimidazol-2-yl)-6-chloro-4-[[(3S)-quinuclidin-3-yl]amino]-1H-quinolin-2-one